1-Fmoc-4-(3-(diethoxymethyl)phenyl)piperazine C(=O)(OCC1C2=CC=CC=C2C2=CC=CC=C12)N1CCN(CC1)C1=CC(=CC=C1)C(OCC)OCC